C(C1=CC=CC=C1)OC(C[C@H](NC(=O)OC(C)(C)C)CC(=O)O)=O Boc-L-beta-glutamic acid 5-benzyl ester